1-(5-(methoxycarbonyl)-2-nitrophenyl)-1H-pyrrole-2-carboxylic acid methyl ester COC(=O)C=1N(C=CC1)C1=C(C=CC(=C1)C(=O)OC)[N+](=O)[O-]